acryloyloxySilane C(C=C)(=O)O[SiH3]